(Z)-1-(1H-azirin-1-yl)-5-methylhex-1-en-3-ol N1(C=C1)\C=C/C(CC(C)C)O